N1CCC(CC1)S(=O)(=O)N piperidine-4-sulfonylamine